acetyl-L-cystein C(C)(=O)N[C@@H](CS)C(=O)O